C(CCCCCCCCCCC)C(C(=O)O)(SC(C(=O)O)C)CCCCCCCCCCCC.O1C2=C(OCC1)C=C(C=C2)C(CCN2CC(CC2)C2=CC=C(C=C2)C)=O (2,3-dihydrobenzo[b][1,4]dioxin-6-yl)-3-(3-(p-tolyl)pyrrolidin-1-yl)propan-1-one dilauryl-2-methyl-2,2'-thiodiacetate